C1(CC1)CO Cyclopropanemethanol